P(=O)(O)(O)O.C=C ethylene phosphate salt